3-tert.-Butylpyrazol C(C)(C)(C)C1=NNC=C1